(S,S)-2,6-bis(4-isopropyl-2-oxazoline-2-yl)pyridine C(C)(C)[C@@H]1N=C(OC1)C1=NC(=CC=C1)C=1OC[C@@H](N1)C(C)C